N1N=NC(=C1)C1=CC=C2C=3C=CC(=CC3CC2=C1)C=1N=NNC1C(=O)OC methyl 4-(7-(1H-1,2,3-triazol-4-yl)-9H-fluoren-2-yl)-1H-1,2,3-triazole-5-carboxylate